CC1=C(C(=O)CC(=O)O)C=C(C=C1)C 2,5-dimethylbenzoyl-acetic acid